C(C)(=O)O[C@H]1[C@@H](O[C@H]([C@@H]([C@H]1OC(C)=O)OC(C)=O)C)OCCCC(NCCOCCOCCOCCOCCN)=O (2R,3R,4R,5S,6S)-2-((1-amino-16-oxo-3,6,9,12-tetraoxa-15-azanonadecan-19-yl) oxy)-6-methyltetrahydro-2H-pyran-3,4,5-triyl triacetate